(S)-2-Oxa-7-aza-spiro[4.4]nonan C1OCC[C@@]12CNCC2